BrC1=C2CCN([C@@H](C2=CC=C1)C(NC1=CC=C(C=C1)C(=O)OC(C)(C)C)=O)C(=O)OCC1=CC=CC=C1 benzyl (S)-5-bromo-1-((4-(tert-butoxycarbonyl) phenyl) carbamoyl)-3,4-dihydroisoquinoline-2(1H)-formate